C(C)N(CCCCC1=CC=CC=C1)CCCCC1=CC=CC=C1 Ethyl-bis(4-phenylbutyl)amine